N-(4-bromophenyl)-N-phenyl-benzidine BrC1=CC=C(C=C1)N(C1=CC=C(C=C1)C1=CC=C(N)C=C1)C1=CC=CC=C1